4-(4-fluoro-2,6-dimethylphenoxy)-3-methylthiophene-2-carboxylic acid methyl ester COC(=O)C=1SC=C(C1C)OC1=C(C=C(C=C1C)F)C